NC=1C2=C(N=CN1)NC(=C2C2=CC=C(C=C2)OC2=NN(C=C2)C)C2=CC=C(C=C2)NC(C=C)=O N-(4-(4-amino-5-(4-((1-methyl-1H-pyrazol-3-yl)oxy)phenyl)-7H-pyrrolo[2,3-d]pyrimidin-6-yl)phenyl)acrylamide